C(C)(C)(C)OC(=O)N1[C@H](CN(CC1)C1=NC(=NC(=C1[N+](=O)[O-])CC1(CCCC2=C(C=C(C=C12)F)F)C(=O)OC)Cl)CC#N (2S)-4-(2-chloro-6-((5,7-difluoro-1-(methoxycarbonyl)-1,2,3,4-tetrahydronaphthalen-1-yl)methyl)-5-nitropyrimidin-4-yl)-2-(cyanomethyl)piperazine-1-carboxylic acid tert-butyl ester